BrC=1C=C(C=NC1)C[C@@H](C(=O)O)NC(=O)OCC1C2=CC=CC=C2C=2C=CC=CC12 (2S)-3-(5-bromopyridin-3-yl)-2-[9H-fluoren-9-ylmethoxycarbonylamino]propanoic acid